C(CCCCC(C)C)OC(=O)C1C(CCCC1)C(=O)OCCCCCC(C)C.C[Si](OC(C)C)(C(C)C)C di(methyl)isopropyl-(iso-propoxy)silane diisooctyl-cyclohexane-1,2-dicarboxylate